C(#N)C1=NC2=CC(=CC(=C2N=C1N1CC2=CC=CC=C2C1)C(C)NS(=O)C(C)(C)C)C N-(1-(2-cyano-3-(isoindolin-2-yl)-7-methylquinoxalin-5-yl)ethyl)-2-methylpropane-2-sulfinamide